N-((5-(5-(difluoromethyl)-1,3,4-oxadiazol-2-yl)pyridin-2-yl)methyl)-4-fluoro-N-phenyl-1-(2-oxaspiro[3.3]hept-6-yl)piperidine-4-carboxamide FC(C1=NN=C(O1)C=1C=CC(=NC1)CN(C(=O)C1(CCN(CC1)C1CC2(COC2)C1)F)C1=CC=CC=C1)F